((1S,4S,6R)-6-((5-chloropyrimidin-2-yl)amino)-2-azabicyclo[2.2.1]heptan-2-yl)(2-(pyrimidin-2-yl)phenyl)methanone ClC=1C=NC(=NC1)N[C@@H]1C[C@@H]2CN([C@H]1C2)C(=O)C2=C(C=CC=C2)C2=NC=CC=N2